CC1=CC=2C(=C3C(C4=CC=CC=C4C(=C3C(C2C=C1)=O)OC1=C(C=CC=C1)C)=O)OC1=C(C=CC=C1)C 2-methyl-5,11-dioxo-6,12-bis(o-tolyloxy)tetracene